CC1(O[C@@H](CN(C1)C1=CC2=C(N=C(N(C2=O)C)C)C(=N1)C=1C=NC(=CC1)C(F)(F)F)C1=CC(=NC=C1)C)C (R)-6-(2,2-dimethyl-6-(2-methylpyridin-4-yl)morpholino)-2,3-dimethyl-8-(6-(trifluoromethyl)pyridin-3-yl)pyrido[3,4-d]pyrimidin-4(3H)-one